tert-butyl 3-(2,2,2-trifluoroethyl)-3,6-diazabicyclo[3.1.1]heptane-6-carboxylate FC(CN1CC2N(C(C1)C2)C(=O)OC(C)(C)C)(F)F